[(3R,9aS)-3-(4-chloro-3-fluoro-phenyl)-3-hydroxy-1,4,6,7,9,9a-hexahydropyrazino[2,1-c][1,4]oxazin-8-yl]-(2-chloro-3-methoxyphenyl)methanone ClC1=C(C=C(C=C1)[C@@]1(CN2[C@H](CO1)CN(CC2)C(=O)C2=C(C(=CC=C2)OC)Cl)O)F